ClC1=CC2=C(CN(CC2C2=C(C=CC=C2)B2OC(C(O2)(C)C)(C)C)C(=O)OC(C)(C)C)S1 tert-Butyl 2-chloro-4-(2-(4,4,5,5-tetramethyl-1,3,2-dioxaborolan-2-yl)phenyl)-4,7-dihydrothieno[2,3-c]pyridine-6(5H)-carboxylate